FC1=C(C=CC(=C1)C(F)(F)F)NS(=O)(=O)C1=CNC2=CC(=CC=C12)OC N-(2-fluoro-4-(trifluoromethyl)phenyl)-6-methoxy-1H-indole-3-sulfonamide